1-(2,2-dihydroxyethyl)benzotriazole tert-Butyl-(3aR,9bS)-1,3a,4,9b-tetrahydrochromeno[3,4-c]pyrrole-2(3H)-carboxylate C(C)(C)(C)OC(=O)N1C[C@H]2[C@H](C1)C=1C=CC=CC1OC2.OC(CN2N=NC1=C2C=CC=C1)O